8-butoxymethoxy-1,3,5-trimethyloctyl-lithium C(CCC)OCOCCCC(CC(CC(C)[Li])C)C